C(C)(C)(C)OC(=O)N1CC2=CC(=NC=C2CC1)Cl.C(C(C)C)C1=C(C(=C(S1)S(=O)(=O)N)C1=CC=C(C=C1)CN1C(=NC=C1)C(F)(F)F)C 5-isobutyl-4-methyl-3-(4-((2-(trifluoromethyl)-1H-imidazol-1-yl)methyl)phenyl)thiophene-2-sulfonamide tert-butyl-7-chloro-1,2,3,4-tetrahydro-2,6-naphthyridine-2-carboxylate